C(C)(C)(C)OC(=O)N1CC2CN(CC2C1)C=1C=NC(=CC1)N.C[SiH](O[Si](C)(C)O[Si](C)(C)C)C(C)C methylisopropyl-[(trimethylsiloxy)dimethyl-siloxy]silane tert-butyl-5-(6-aminopyridin-3-yl)hexahydropyrrolo[3,4-c]pyrrole-2(1H)-carboxylate